5-[4-amino-5-(trifluoromethyl)pyrrolo[2,1-f][1,2,4]triazin-7-yl]-N-[(3R,4S)-4-fluoro-1-(2-fluoro-2-methylpropanoyl)pyrrolidin-3-yl]-2-methylpyridine-3-carboxamide NC1=NC=NN2C1=C(C=C2C=2C=C(C(=NC2)C)C(=O)N[C@@H]2CN(C[C@@H]2F)C(C(C)(C)F)=O)C(F)(F)F